C(=O)(O)NCCCC([C@H](N)C(=O)O)C N6-carboxy-3-methyllysine